C(C=C)NC(=S)NC1=CC=C(C=C1)N(C)C allyl-3-(4-(dimethylamino)phenyl)thiourea